3-methylbutan-2-enamide CC(=CC(=O)N)C